[C].[Co].C12=CC=C(N1)C=C1C=CC(=N1)C=C1C=CC(N1)=CC=1C=CC(N1)=C2 porphyrin cobalt carbon